benzyl 4-[6-[(1S)-1-methoxyethyl]-5-(2-trimethylsilylethynyl)-3-pyridyl]piperazine-1-carboxylate CO[C@@H](C)C1=C(C=C(C=N1)N1CCN(CC1)C(=O)OCC1=CC=CC=C1)C#C[Si](C)(C)C